1-(6-methoxyquinolin-4-yl)-1-(5-vinyl-1,4-ethanopiperidin-2-yl)methanol COC=1C=C2C(=CC=NC2=CC1)C(O)C1N2CC(C(C1)CC2)C=C